N-(1-isopropylimidazol-4-yl)-4-methyl-3-[2-(3-pyridinyl)ethynyl]benzamide C(C)(C)N1C=NC(=C1)NC(C1=CC(=C(C=C1)C)C#CC=1C=NC=CC1)=O